CC1=NOC(=C1C=1C=C2C(=NC1)N(C=C2C2=CC=C(C(=O)O)C=C2)S(=O)(=O)C2=CC=C(C)C=C2)C 4-(5-(3,5-dimethylisoxazol-4-yl)-1-tosyl-1H-pyrrolo[2,3-b]pyridin-3-yl)benzoic acid